3-Oxo-4-hydroxypentanoyl-CoA O=C(CC(=O)SCCNC(CCNC([C@@H](C(COP(OP(OC[C@@H]1[C@H]([C@H]([C@@H](O1)N1C=NC=2C(N)=NC=NC12)O)OP(=O)(O)O)(=O)O)(=O)O)(C)C)O)=O)=O)C(C)O